CN1N=CC(=C1)C=1C=C2C(=NNC2=CC1)N 5-(1-methyl-1H-pyrazol-4-yl)-1H-indazol-3-amine